C[C@@H]1CN(CCN1C)C(=O)OC=1C=C2C(=CC=NC2=CC1OC)OC=1C(=C2C=C(NC2=CC1)C)F 4-((4-fluoro-2-methyl-1H-indol-5-yl) oxy)-7-methoxyquinolin-6-yl (R)-3,4-dimethylpiperazine-1-carboxylate